trifluoromethoxydibenzothiophene FC(OC1=CC=CC=2SC3=C(C21)C=CC=C3)(F)F